3-[3-[(2-formyl-3-hydroxyphenoxy)methyl]thiomorpholine-4-carbonyl]pyridine-2-carboxylic acid C(=O)C1=C(OCC2N(CCSC2)C(=O)C=2C(=NC=CC2)C(=O)O)C=CC=C1O